BrC=1C=CC2=C(O[C@@H](CN2C2=CC=C(C=C2)C(F)(F)F)CNC(C)=O)N1 (R)-N-((6-bromo-1-(4-(trifluoromethyl)phenyl)-2,3-dihydro-1H-pyrido[2,3-b][1,4]oxazin-3-yl)methyl)acetamide